NC1=NC=CC=C1C1=NC=2C(=NC(=CC2)C=2C=C(C#N)C=CN2)N1C1=CC=C(C=C1)CO 2-(2-(2-aminopyridin-3-yl)-3-(4-(hydroxymethyl)phenyl)-3H-imidazo[4,5-b]pyridin-5-yl)isonicotinonitrile